1-(2-(1-methylpiperidin-4-yl)ethyl)-1H-pyrazole-3-carboxylic acid methyl ester COC(=O)C1=NN(C=C1)CCC1CCN(CC1)C